C(C1=CC=CC=C1)OC[C@@H]1[C@H]([C@H]([C@H]([C@H](OCCNC(C[C@@H](CCCCCCCCCCC)OC(CCCCCCCCC)=O)=O)O1)NC(C[C@@H](CCCCCCCCCCC)OC(CCCCCCCCC)=O)=O)NC(C[C@@H](CCCCCCCCCCC)OC(CCCCCCCCC)=O)=O)O 2-[(R)-3-decanoyloxytetradecanoylamino]ethyl 6-O-benzyl-2,3-di-[(R)-3-decanoyloxytetradecanoylamino]-2,3-dideoxy-β-D-allopyranoside